pyridin-2-one N1C(C=CC=C1)=O